O[C@H]1C[C@H](CC1)C1=NN(C(=C1)NC1=CC2=C(N(C(O2)=O)C)C=C1)C(C)(C)C 6-({3-[(1S,3R)-3-hydroxycyclopentyl]-1-(2-methylprop-2-yl)pyrazol-5-yl}amino)-3-methyl-2,3-dihydrobenzo[d][1,3]oxazol-2-one